3-(((R)-7-((2S,4R)-2-(2-Fluorophenyl)-4-(methylamino)piperidine-1-carbonyl)-7-azaspiro[4.5]decan-10-yl)methyl)-6-(2-methoxyphenyl)pyrimidin-4(3H)-one FC1=C(C=CC=C1)[C@H]1N(CC[C@H](C1)NC)C(=O)N1CC2(CCCC2)[C@@H](CC1)CN1C=NC(=CC1=O)C1=C(C=CC=C1)OC